CC1(C2=CC=CC=C2C=2C1=CC=1NC3=CC=CC=C3C1C2)C 5,7-dihydro-7,7-dimethylindeno[2,1-b]carbazole